N-((3S,5S)-1-((3S,4R)-1-(tert-butyl)-4-(4-chlorophenyl)pyrrolidine-3-carbonyl)-5-(morpholine-4-carbonyl)pyrrolidin-3-yl)-2,2-dimethyl-N-((1s,4R)-4-methylcyclohexyl)butanamide C(C)(C)(C)N1C[C@H]([C@@H](C1)C1=CC=C(C=C1)Cl)C(=O)N1C[C@H](C[C@H]1C(=O)N1CCOCC1)N(C(C(CC)(C)C)=O)C1CCC(CC1)C